NCC(C(F)(F)F)(O)C1=NC(=CC(=C1)C(C)(C)NC(OCC1=CC=CC=C1)=O)Cl benzyl (2-(2-(3-amino-1,1,1-trifluoro-2-hydroxypropan-2-yl)-6-chloropyridin-4-yl)propan-2-yl)carbamate